IC1=CC(=C(OC=2C(=NC(=NC2)N)N)C=C1OC)C(C)C 5-(4-Iodo-2-isopropyl-5-methoxy-phenoxy)-pyrimidine-2,4-diamine